COC(=O)C1=CC(=CC=2N(C(=NC21)C)C(=O)OC(C)(C)C)C2=CC=C(C=C2)C2=CC(=CC=C2)CN2CCCCC2 2-methyl-6-(3'-piperidin-1-ylmethyl-biphenyl-4-yl)-benzoimidazole-1,4-dicarboxylic acid 1-tert-butyl ester 4-methyl ester